(1S,3S,4S)-N-((R)-1-cyano-2-((R)-2-oxopyrrolidin-3-yl)ethyl)-5,5-difluoro-2-(4-methoxy-1H-indole-2-carbonyl)-2-azabicyclo[2.2.2]octane-3-carboxamide C(#N)[C@@H](C[C@@H]1C(NCC1)=O)NC(=O)[C@H]1N([C@@H]2CC([C@H]1CC2)(F)F)C(=O)C=2NC1=CC=CC(=C1C2)OC